CC([C@@H](C(=O)N1[C@@H](C[C@H](C1)O)C(=O)NC)N1N=NC(=C1)C=1N(N=C(C1)C(F)(F)F)C)(C)C (2S,4R)-1-[(2S)-3,3-dimethyl-2-[4-[2-methyl-5-(trifluoromethyl)pyrazol-3-yl]triazol-1-yl]butanoyl]-4-hydroxy-N-methyl-pyrrolidine-2-carboxamide